2-[(S)-difluoromethylsulfinyl]-7-fluoro-5-(2-fluorophenyl)-6,7-dihydro-5H-pyrrolo[1,2-b][1,2,4]triazole FC([S@@](=O)C=1N=C2N(N1)C(CC2F)C2=C(C=CC=C2)F)F